8-benzyloxy-5-{2-hydroxy-1-[2-(3-benzyloxyphenyl)-ethylamino]-ethyl}-(1H)-quinolin-2-one hydrochloride Cl.C(C1=CC=CC=C1)OC=1C=CC(=C2C=CC(NC12)=O)C(CO)NCCC1=CC(=CC=C1)OCC1=CC=CC=C1